(1-Benzylpiperidin-4-yl)-2-(hydroxymethyl)-3-methylbenzoic acid C(C1=CC=CC=C1)N1CCC(CC1)C1=C(C(=C(C(=O)O)C=C1)CO)C